N-[4-(9-phenyl-9H-carbazol-3-yl)phenyl]-N-(1,1':3',1''-terphenyl-4-yl)9,9-dimethyl-9H-fluoren-2-amine C1(=CC=CC=C1)N1C2=CC=CC=C2C=2C=C(C=CC12)C1=CC=C(C=C1)N(C1=CC=2C(C3=CC=CC=C3C2C=C1)(C)C)C1=CC=C(C=C1)C1=CC(=CC=C1)C1=CC=CC=C1